S1C=NC2=C1C=CC(=C2)NC2=C1C(=NC=C2)SC(=C1)[C@@H]1[C@H](N(CCC1)CCO)C 2-((2R,3S)-3-(4-(benzo[d]thiazol-5-ylamino)thieno[2,3-b]pyridin-2-yl)-2-methylpiperidin-1-yl)ethan-1-ol